tert-butyl 3-hydroxy-3-(2-thienyl)-8-azabicyclo[3.2.1]octane-8-carboxylate OC1(CC2CCC(C1)N2C(=O)OC(C)(C)C)C=2SC=CC2